NC1=C(C=2C(=NC(=C(N2)C=C)C(F)(F)F)N1C1=C(C(=CC=C1C)OC)C)C(=O)N 6-amino-5-(3-methoxy-2,6-dimethyl-phenyl)-3-(trifluoromethyl)-2-vinyl-pyrrolo[2,3-b]pyrazine-7-carboxamide